3-[2-(2-methylprop-2-enoyloxy)ethylcarbamoylamino]Propane-1-sulfonic acid CC(C(=O)OCCNC(=O)NCCCS(=O)(=O)O)=C